5-[5H-pyrido[4,3-b]indol-7-yl]-2-[(1r,3r)-3-[(6-iodopyridin-3-yl)oxy]cyclobutoxy]pyridine C1=NC=CC=2NC=3C=C(C=CC3C21)C=2C=CC(=NC2)OC2CC(C2)OC=2C=NC(=CC2)I